2-(((4-Methoxy-3,5-Dimethylpyridin-2-yl) Methyl)sulfinyl)-1H-Benzo[d]imidazol-5-yl (Z)-2-Methylbut-2-Enoat C/C(/C(=O)OC1=CC2=C(NC(=N2)S(=O)CC2=NC=C(C(=C2C)OC)C)C=C1)=C/C